N-(1-(4-(4-Chloro-3-(hexahydropyrrolo[3,4-c]pyrrol-2(1H)-yl)benzyl)piperazine-1-carbonyl)-1H-pyrazol-3-yl)methanesulfonamide ClC1=C(C=C(CN2CCN(CC2)C(=O)N2N=C(C=C2)NS(=O)(=O)C)C=C1)N1CC2CNCC2C1